CC=1N=CN(C1)C=1C=C(C=C(C1)C(F)(F)F)NC(=O)C1=CC=C2CCN(C2=C1)CC=1C=C2C(=NC1)NN=C2C N-(3-(4-methyl-1H-imidazol-1-yl)-5-(trifluoromethyl)phenyl)-1-((3-methyl-1H-pyrazolo[3,4-b]pyridin-5-yl)methyl)indoline-6-carboxamide